6-(2-methoxyethoxy)-N-methyl-1H-indole-1-carboxamide COCCOC1=CC=C2C=CN(C2=C1)C(=O)NC